[Si](C)(C)(C(C)(C)C)OCC1(CC1)COC=1N=C(C2=C(N1)C(=C(N=C2)Cl)F)N(C)[C@H]2[C@@H](C2)F 2-((1-(((tert-butyldimethylsilyl)oxy)methyl)cyclopropyl)methoxy)-7-chloro-8-fluoro-N-((1R,2R)-2-fluorocyclopropyl)-N-methylpyrido[4,3-d]pyrimidin-4-amine